4-(((Tert-Butyldimethylsilyl)oxy)methyl)pyridinecarbonitrile [Si](C)(C)(C(C)(C)C)OCC1=CC(=NC=C1)C#N